C(C)(C)(C)OC(=O)N1[C@@H](CCCC1)C=1N(C(=C(N1)C1=CC=C(C=C1)C(NC1=NC=CC(=C1)C1=CC=CC=C1)=O)C(N)=O)N (S)-2-(1-amino-5-carbamoyl-4-(4-((4-phenylpyridin-2-yl)carbamoyl)Phenyl)-1H-imidazol-2-yl)piperidine-1-carboxylic acid tert-butyl ester